C(C)(C)(CC)C1=CC=2C(C3=CC=CC=C3C(C2C=C1)=O)=O 2-tert-amyl-9,10-anthraquinone